C1(CC1)C1=NN=C(O1)C(=O)N1[C@@H](C2=C(CC1)NC=N2)C2=NN1C(C(=CC=C1)C(C)C)=C2 (S)-(5-cyclopropyl-1,3,4-oxadiazol-2-yl)(4-(4-isopropylpyrazolo[1,5-a]pyridin-2-yl)-1,4,6,7-tetrahydro-5H-imidazo[4,5-c]pyridin-5-yl)methanone